(5-methyl-6-(3-(2,2,2-trifluoroethyl)-7,8-dihydro-1,6-naphthyridin-6(5H)-yl)pyridazin-3-yl)(pyrrolidin-1-yl)methanone CC=1C=C(N=NC1N1CC=2C=C(C=NC2CC1)CC(F)(F)F)C(=O)N1CCCC1